2-(2-hydroxyethyl)-1H-indole-5-carbaldehyde OCCC=1NC2=CC=C(C=C2C1)C=O